acryloyloxydodecyl thiophosphate P(=S)(OCCCCCCCCCCCCOC(C=C)=O)([O-])[O-]